C(C1=CC=CC=C1)C=1SC(=CC(C1)=C(C#N)C#N)\C=C\C1=CC=C(C=C1)N(C)C (E)-2-(2-benzyl-6-(4-(dimethylamino)styryl)-4H-thiopyran-4-ylidene)malononitrile